C(#N)[C@H](C)C=1C=NN2C1C(=C(C=C2)NC2=CC(=NC=C2C(=O)NC([2H])([2H])[2H])NC(=O)C2CC2)OC |o1:2| (R*)-4-((3-(1-cyanoethyl)-4-methoxypyrazolo[1,5-a]pyridin-5-yl)amino)-6-(cyclopropanecarboxamido)-N-(methyl-d3)nicotinamide